FC1([C@]2(C1)CC=1N(N=C(C1C1=C3C(=NC(=C1F)C)NN=C3C)C3=NC=C(C=C3)F)C2)F (S)-1',1'-Difluoro-3-(5-fluoro-3,6-dimethyl-1H-pyrazolo[3,4-b]pyridin-4-yl)-2-(5-fluoro-2-pyridyl)spiro[4,6-dihydropyrrolo[1,2-b]pyrazole-5,2'-cyclopropane]